COC=1C(=NC(=NC1N1CC2CCC(C1)N2CCN2CCN(CC2)C)SC2=CC=C(C=C2)NC(C)=O)NC2=NNC(=C2)C N-(4-((5-methoxy-4-((5-methyl-1H-pyrazol-3-yl)amino)-6-(8-(2-(4-methylpiperazin-1-yl)ethyl)-3,8-diazabicyclo[3.2.1]octan-3-yl)pyrimidin-2-yl)thio)phenyl)acetamide